perfluoro-2-methylpentene FC(=C(C(C(C(F)(F)F)(F)F)(F)F)C(F)(F)F)F